OC(CCN1CCN(CC1)C1=NC=CC=C1)C=1C=C2CCN(C2=CC1)C(C)=O 1-(5-(1-Hydroxy-3-(4-(pyridin-2-yl)piperazin-1-yl)propyl)indolin-1-yl)ethan-1-one